C(C)(C)(C)S(=O)N1CC(C12CCC(CC2)C2CC21N(CCC(C1)C(=O)N)C(=O)C1=NNC(=C1)C1=CC(=NC=C1F)OC)(F)F (1-(tert-butylsulfinyl)-3,3-difluoro-1-azaspiro[3.5]nonan-7-yl)-4-(5-(5-fluoro-2-methoxypyridin-4-yl)-1H-pyrazole-3-carbonyl)-4-azaspiro[2.5]octane-7-carboxamide